BrC=1C=CC(=C(C1)N(C(OC(C)(C)C)=O)CC1=CC=C(C=C1)C(F)(F)F)C=1N=CN(C1)C tert-Butyl N-[5-bromo-2-(1-methylimidazol-4-yl)phenyl]-N-[[4-(trifluoromethyl)phenyl]methyl]carbamate